tert-butyl 4-[(3-chloropyridine-2-carbonyl)amino]-4-ethyl-piperidine-1-carboxylate ClC=1C(=NC=CC1)C(=O)NC1(CCN(CC1)C(=O)OC(C)(C)C)CC